dipropyl-benzidine C(CC)NC1=CC=C(C2=CC=C(NCCC)C=C2)C=C1